(S)-N-ethyl-2,2,2-trifluoro-1-(5-methoxy-4-(8-methoxy-[1,2,4]triazolo[1,5-a]pyrazin-6-yl)pyridin-2-yl)ethan-1-amine C(C)N[C@H](C(F)(F)F)C1=NC=C(C(=C1)C=1N=C(C=2N(C1)N=CN2)OC)OC